CC=1C=C(C=CC1OC)C(CCC)C1=C(C=C(O)C=C1)O 4-[1-(3-methyl-4-methoxyphenyl)butyl]resorcinol